4-[((1r,4r)-4-aminocyclohexyl)oxy]benzoic acid hydrochloride Cl.NC1CCC(CC1)OC1=CC=C(C(=O)O)C=C1